tert-butyl 4-((6-bromo-[1,2,4]triazolo[1,5-a]pyrazin-8-yl)oxy)azepane-1-carboxylate BrC=1N=C(C=2N(C1)N=CN2)OC2CCN(CCC2)C(=O)OC(C)(C)C